N-[(1S)-5-[2-(2-aminopyridin-3-yl)-5-(pyrazol-1-yl)imidazo[4,5-b]pyridin-3-yl]-2,3-dihydro-1H-inden-1-yl]-4-(benzyloxy)-5-(1,3-dioxolan-2-yl)-2-ethynylbenzamide NC1=NC=CC=C1C1=NC=2C(=NC(=CC2)N2N=CC=C2)N1C=1C=C2CC[C@@H](C2=CC1)NC(C1=C(C=C(C(=C1)C1OCCO1)OCC1=CC=CC=C1)C#C)=O